C1(CC1)C#CC=1C=C(C=NC1)S(=O)(=O)N1C=C(C=C1C1=C(C=CC=C1)F)CNC 1-(1-((5-(cyclopropylethynyl)pyridin-3-yl)sulfonyl)-5-(2-fluorophenyl)-1H-pyrrol-3-yl)-N-methylmethanamine